Dimethyl-benzyl alcohol CC(C1=CC=CC=C1)(C)O